methyl-(R)-1-(1-(4-aminocyclohexyl)ethyl)-2-methyl-1H-indole-3-carboxylate COC(=O)C1=C(N(C2=CC=CC=C12)[C@H](C)C1CCC(CC1)N)C